(R)-5-(6-chlorochroman-3-yl)-2-(5-chloropyridazin-4-yl)-4,5,6,7-tetrahydro-3H-imidazo[4,5-c]pyridine ClC=1C=C2C[C@H](COC2=CC1)N1CC2=C(CC1)N=C(N2)C2=CN=NC=C2Cl